methyl (E)-2-[2-[3-(2,6-difluorophenoxy)pyrimidin-4-yloxy]phenyl]-3-methoxyacrylate FC1=C(ON2CN=CC=C2OC2=C(C=CC=C2)/C(/C(=O)OC)=C\OC)C(=CC=C1)F